2-ethylpiperazine C(C)C1NCCNC1